(R)-3-(ethoxymethyl)-3-(hydroxymethyl)pyrrolidine-1-carboxylic acid tert-butyl ester C(C)(C)(C)OC(=O)N1C[C@](CC1)(CO)COCC